Butylphosphonic acid, hexyl 4-(2-phenylprop-2-yl)phenyl ester C(CCC)P(OCCCCCC)(OC1=CC=C(C=C1)C(C)(C)C1=CC=CC=C1)=O